γ-cyclohexylaminopropyltriethoxysilane C1(CCCCC1)NCCC[Si](OCC)(OCC)OCC